N-(4-((2-(1,1-difluoroethyl)-6-methylpyridin-4-yl)amino)-5-(4-oxo-4,5,6,7-tetrahydropyrazolo[1,5-a]pyrazin-2-yl)pyridin-2-yl)acetamide FC(C)(F)C1=NC(=CC(=C1)NC1=CC(=NC=C1C1=NN2C(C(NCC2)=O)=C1)NC(C)=O)C